NC[C@H](CC1=C(C=C(C(=O)NC)C=C1)Cl)N(C)C (S)-4-(3-amino-2-(dimethylamino)propyl)-3-chloro-N-methylbenzamide